1-(4-iodophenyl)ethan-1-one tert-butyl-(2R)-2-[({4-[(3-aminopyridin-2-yl)ethynyl]pyridin-3-yl}oxy)methyl]pyrrolidine-1-carboxylate C(C)(C)(C)OC(=O)N1[C@H](CCC1)COC=1C=NC=CC1C#CC1=NC=CC=C1N.IC1=CC=C(C=C1)C(C)=O